1-(4-{[2-(3-{[4-(benzenesulfonyl)-2-methoxyphenyl]amino}prop-1-yn-1-yl)-1-(2,2,2-trifluoroethyl)-1H-indol-4-yl]amino}piperidin-1-yl)-3-methoxypropan-2-ol C1(=CC=CC=C1)S(=O)(=O)C1=CC(=C(C=C1)NCC#CC=1N(C2=CC=CC(=C2C1)NC1CCN(CC1)CC(COC)O)CC(F)(F)F)OC